O=C(CCCC1=C(C=CC=C1)C=1C=C(C(N(N1)COCC[Si](C)(C)C)=O)C(F)(F)F)N1CCN(CC1)C1=NC=C(C=N1)C(F)(F)F 6-[2-[4-oxo-4-[4-[5-(trifluoromethyl)pyrimidin-2-yl]piperazin-1-yl]butyl]phenyl]-4-(trifluoromethyl)-2-(2-trimethylsilylethoxymethyl)pyridazin-3-one